2-chloro-5-nitro-N-({4-[1-(propan-2-yl)-4-(trifluoromethyl)-1H-imidazol-2-yl]phenyl}methyl)pyrimidin-4-amine ClC1=NC=C(C(=N1)NCC1=CC=C(C=C1)C=1N(C=C(N1)C(F)(F)F)C(C)C)[N+](=O)[O-]